N-(1-methyl-3-(pyridin-2-yl)-1H-pyrazol-4-yl)-5'-morpholinyl-[2,3'-bipyridine]-6-carboxamide CN1N=C(C(=C1)NC(=O)C1=CC=CC(=N1)C=1C=NC=C(C1)N1CCOCC1)C1=NC=CC=C1